N1CC(CCC1)N1C(N(CC1)C1CCOCC1)=O (piperidin-3-yl)-3-(tetrahydro-2H-pyran-4-yl)imidazolin-2-one